lead-strontium-yttrium-copper [Cu].[Y].[Sr].[Pb]